2-[6-[[3-(methylsulfonimidoyl)-5-(trifluoromethyl)phenyl]methyl]-2-azaspiro[3.3]heptane-2-carbonyl]-2,5-diazaspiro[3.4]octan-6-one CS(=O)(=N)C=1C=C(C=C(C1)C(F)(F)F)CC1CC2(CN(C2)C(=O)N2CC3(C2)NC(CC3)=O)C1